BrC1=C(C=CC=C1)[Mg]Cl (2-bromophenyl)magnesium chloride